4-[7-chloro-8-fluoro-2-[[(2S)-1-methylpyrrolidin-2-yl]methoxy]pyrido[4,3-d]pyrimidin-4-yl]morpholine ClC1=C(C=2N=C(N=C(C2C=N1)N1CCOCC1)OC[C@H]1N(CCC1)C)F